di-tert-butyl ((4S)-5-(3-(4-cyanophenyl)-1H-indole-2-carboxamido)-2-hydroxypentane-1,4-diyl)dicarbamate C(#N)C1=CC=C(C=C1)C1=C(NC2=CC=CC=C12)C(=O)NC[C@H](CC(CNC(OC(C)(C)C)=O)O)NC(OC(C)(C)C)=O